C(N)(=N)NC(CC1=C(C=CC=C1C1=CC(=CC=C1)S(=O)(=O)C)Cl)=O N-carbamimidoyl-2-[2-chloro-6-(3-methylsulfonylphenyl)phenyl]acetamide